N[C@@H](C)C1=NC=NN1C1=CC(=NC=N1)C(=O)N 6-[5-[(1S)-1-Aminoethyl]-1,2,4-triazol-1-yl]pyrimidine-4-carboxamide